Cl.Cl.N[C@H]1CCCCC(NC=2C=NN(C2C=2C=CN=C1C2)C(F)F)=O (13S)-13-amino-3-(difluoromethyl)-3,4,7,15-tetraazatricyclo[12.3.1.02,6]octadeca-1(18),2(6),4,14,16-pentaen-8-one, bis-hydrochloride